COC=1C=C2C(N(N=C(C2=CC1OC)C1=CC=C(CNS(=O)(=O)NC(OC(C)(C)C)=O)C=C1)C)=O tert-butyl (N-(4-(6,7-dimethoxy-3-methyl-4-oxo-3,4-dihydrophthalazin-1-yl)benzyl)sulfamoyl)carbamate